N-(3-cyanophenyl)-1-(3-((3-methoxy-1-(4-methoxybenzoyl)-1H-pyrazolo[3,4-b]pyridin-5-yl)ethynyl)phenyl)methanesulfonamide C(#N)C=1C=C(C=CC1)NS(=O)(=O)CC1=CC(=CC=C1)C#CC=1C=C2C(=NC1)N(N=C2OC)C(C2=CC=C(C=C2)OC)=O